5,13,14-trimethyl-5a,6,7,8,9,10-hexahydro-5H-6,9-epiminoazepino[2',1':3,4][1,4]oxazepino[5,6,7-ij][2,7]naphthyridine CC1OC2=NC=CC3=C(C(=NC(=C23)N2C1C1CCC(C2)N1)C)C